3-hydroxy-1,2,3-benzotriazine ON1NN=C2C(=C1)C=CC=C2